C(C)(C)(C)OC(=O)NC1=NC2=CC=C(C=C2C=C1O[C@@H](C)C=1C=C(OCC(=O)OC(C)(C)C)C=CC1N1N=CC=C1)F tert-butyl {3-[(1S)-1-({2-[(tert-butoxycarbonyl)amino]-6-fluoroquinolin-3-yl}oxy)ethyl]-4-(1H-pyrazol-1-yl)phenoxy}acetate